tetraethylsilanetetramine C(C)N[Si](NCC)(NCC)NCC